C(C)OC(COC1=NC=CC=C1OC1=C(C=C(C(=C1)N1C(N(C(=CC1=O)C(F)(F)F)C)=O)F)Cl)=O.[N+](=O)([O-])C=1C=C(C=CC1O)C(C)(C)C1=CC(=C(C=C1)O)[N+](=O)[O-] 2,2-bis(3-nitro-4-hydroxyphenyl)propane Ethyl-[(3-{2-chloro-4-fluoro-5-[3-methyl-2,6-dioxo-4-(trifluoromethyl)-3,6-dihydropyrimidin-1(2H)-yl]phenoxy}pyridin-2-yl)oxy]acetat